[N+](=O)([O-])C1=NN(C=C1)CC(=O)OCC ethyl 2-(3-nitropyrazol-1-yl)acetate